Rac-(4-amino-7-fluoro-1,3-dihydrofuro[3,4-c]quinolin-8-yl)((2s,5r)-5-methyl-2-(2-methyl-2H-indazol-5-yl)piperidin-1-yl)methanone NC1=NC=2C=C(C(=CC2C2=C1COC2)C(=O)N2[C@@H](CC[C@H](C2)C)C2=CC1=CN(N=C1C=C2)C)F |r|